C(C)C1=NC(=CC=C1C=1C=C(C=2N(C1)C=C(N2)C)C)N2CCNCC2 6-(2-ethyl-6-piperazin-1-yl-3-pyridyl)-2,8-dimethyl-imidazo[1,2-a]pyridine